7-((6-((dimethyl-amino)methyl)-5-(4-(methoxymeth-yl)tetrahydro-2H-pyran-4-yl)pyridin-2-yl)amino)-4-(7-fluoro-imidazo[1,2-a]pyridin-3-yl)isoindolin-1-one CN(C)CC1=C(C=CC(=N1)NC=1C=CC(=C2CNC(C12)=O)C1=CN=C2N1C=CC(=C2)F)C2(CCOCC2)COC